(3-Methoxyphenyl)hydrazine-hydrochloride Cl.COC=1C=C(C=CC1)NN